4-(4-(4-(2-(2-Aminopyridin-3-yl)-5-(4-chlorophenyl)-3H-imidazo[4,5-b]pyridin-3-yl)benzyl)piperazin-1-yl)pyrimidine-2-carbonitrile NC1=NC=CC=C1C1=NC=2C(=NC(=CC2)C2=CC=C(C=C2)Cl)N1C1=CC=C(CN2CCN(CC2)C2=NC(=NC=C2)C#N)C=C1